ClC=1C=C(CN2CC3(CC2)CCN(CC3)C(=O)N3N=C(C=C3)C(=O)O)C=CC1C 1-(2-(3-chloro-4-methylbenzyl)-2,8-diazaspiro[4.5]decane-8-carbonyl)-1H-pyrazole-3-carboxylic acid